(2s,3s,4r,5r)-N-ethyl-3,4-dihydroxy-5-(6-(methylamino)-2-(5-phenylthiophen-2-yl)-9H-purin-9-yl)tetrahydrofuran-2-carboxamide C(C)NC(=O)[C@H]1O[C@H]([C@@H]([C@@H]1O)O)N1C2=NC(=NC(=C2N=C1)NC)C=1SC(=CC1)C1=CC=CC=C1